NCC=1C=C(C=CC1)N1N=C(C=C1C(=O)NC1=C(C=CC(=C1)C(C1=NC=CC=C1)NCC1CC1)F)C(F)(F)F 1-(3-(aminomethyl)phenyl)-N-(5-((cyclopropylmethylamino)(pyridin-2-yl)methyl)-2-fluorophenyl)-3-(trifluoromethyl)-1H-pyrazole-5-carboxamide